Cl.FC=1C=2N(C=C(C1)C=1N=C3N(C(N1)=O)C(=C(C=C3)N3CCNCC3)C)C=C(N2)C 2-(8-fluoro-2-methylimidazo[1,2-a]pyridin-6-yl)-6-methyl-7-(piperazin-1-yl)-4H-pyrido[1,2-a][1,3,5]triazin-4-one hydrochloride